CN([C@@H]1CN(CC1)C1=CC=CC=2N(C(NC21)=O)C2CCC(CC2)C(=O)NC2=CC(=C(C=C2)C)OC)C 4-{4-[(3S)-3-(dimethylamino)pyrrolidin-1-yl]-2-oxo-2,3-dihydro-1H-1,3-benzodiazol-1-yl}-N-(3-methoxy-4-methylphenyl)cyclohexane-1-carboxamide